CC1=C(C2=C(N1)\C(\CC21CCC1)=C\1/C(NC2=CC=C(C=C12)N1[C@H](COCC1)C)=O)C(=O)OCC Ethyl (S,Z)-2'-methyl-6'-(5-(3-methylmorpholino)-2-oxoindolin-3-ylidene)-5',6'-dihydro-1'H-spiro[cyclobutane-1,4'-cyclopenta[b]pyrrole]-3'-carboxylate